COC1=C(C(=CC=C1)OC)C=1C=C(OC(C1OC(COC)COC)=O)C(=O)OC methyl 4-(2,6-dimethoxyphenyl)-5-[(1,3-dimethoxypropan-2-yl)oxy]-6-oxopyran-2-carboxylate